ClC1=C(C(=O)NC(NC2=C(C=CC=C2)Cl)=O)C=CC(=N1)Cl 2,6-dichloro-N-((2-chlorophenyl)carbamoyl)nicotinamide